N[C@H]1C[C@@H](CC1)C(=O)NCCNC(C1=C(C=C(C=C1)NC=1C=2N(C=CN1)C(=CN2)C=2C(=NN(C2)CC#N)C(F)(F)F)CC)=O N-(2-((1R,3R)-3-aminocyclopentane-1-carboxamido)ethyl)-4-((3-(1-(cyanomethyl)-3-(trifluoromethyl)-1H-pyrazol-4-yl)imidazo[1,2-a]pyrazin-8-yl)amino)-2-ethylbenzamide